ClC1=NN2C(N=CC(=C2[C@H](C)OC)NC(NC=2C=C(C(=NC2)N2N=CC(=C2)NC(C2=CC=C(C=C2)OC)=O)C(F)(F)F)=O)=C1 (S)-N-(1-(5-(3-(2-chloro-7-(1-methoxyethyl)pyrazolo[1,5-a]pyrimidin-6-yl)ureido)-3-(trifluoromethyl)pyridin-2-yl)-1H-pyrazol-4-yl)-4-methoxybenzamide